(Z)-3-(3-fluorophenyl)-2-(hydroxyimino)-3-oxopropionic acid ethyl ester C(C)OC(\C(\C(=O)C1=CC(=CC=C1)F)=N/O)=O